2-(butylthio)-4-chloro-6-methylthieno[2,3-d]pyrimidine C(CCC)SC=1N=C(C2=C(N1)SC(=C2)C)Cl